C1=CC=CC=2N(C3=C(C=CC21)C=CC=C3)C(=O)N3[C@@H]([C@H]2CC[C@@H](C3)N2C(N(C2=CC=CC=C2)C2=CC=CC=C2)=O)C(=O)O (1R,2S,5S)-3-(5H-dibenzo[b,f]azepine-5-carbonyl)-8-(diphenylcarbamoyl)-3,8-diazabicyclo[3.2.1]octane-2-carboxylic acid